methyl 5-bromo-7-(5-isopropoxythiazol-2-yl)-2,3-dihydrobenzofuran-4-carboxylate BrC1=CC(=C2C(CCO2)=C1C(=O)OC)C=1SC(=CN1)OC(C)C